FC(CN1C(=NC2=NC=C(C=C21)C2=CNC=1N=C(N=CC12)NC1C[C@@H]2[C@@H](CN(C2)C(C)=O)C1)C)F 1-((3aR,5r,6aS)-5-((5-(1-(2,2-difluoroethyl)-2-methyl-1H-imidazo[4,5-b]pyridin-6-yl)-7H-pyrrolo[2,3-d]pyrimidin-2-yl)amino)hexahydrocyclopenta[c]pyrrol-2(1H)-yl)ethan-1-one